ClC1=C(C=CC=C1)C1=NN2C(N=C(C=C2N2CCC(CC2)(C(=O)N)C)N(C)CCOCCO)=C1C1=CC=C(C=C1)Cl 1-[2-(2-chlorophenyl)-3-(4-chlorophenyl)-5-[2-(2-hydroxyethoxy)ethyl-methyl-amino]pyrazolo[1,5-a]pyrimidin-7-yl]-4-methyl-piperidine-4-carboxamide